acryl-anthranilic acid C(=O)(C=C)NC=1C(C(=O)O)=CC=CC1